6-(acetyl-(4-bromo-2,6-dimethylphenyl)carbamoyl)-2-((4-bromo-2,6-dimethylphenyl)amino)-3-methylbenzoic acid ethyl ester C(C)OC(C1=C(C(=CC=C1C(N(C1=C(C=C(C=C1C)Br)C)C(C)=O)=O)C)NC1=C(C=C(C=C1C)Br)C)=O